COC(CCCC(CN1C[C@@H]([C@@H](CC1)NC(=O)OCC1=CC=CC=C1)OC)C)=O 6-((3S,4R)-4-(((benzyloxy)carbonyl)amino)-3-methoxypiperidin-1-yl)-5-methylhexanoic acid methyl ester